C1(C=CC(N1CCCCC(=O)ON1C(CCC1=O)=O)=O)=O N-5-maleimidovaleryl-oxysuccinimide